CNC1CCCCC1 N-Methylcyclohexylamine